FC=1C(=C(C(=O)N[C@@H](CO)CC2=CC=CC=C2)C=CN1)F |r| 2,3-difluoro-N-[(2RS)-1-hydroxy-3-phenylpropan-2-yl]isonicotinamide